N1=CC(=CC=C1)N1CCC(CC1)CNC(OC(C)(C)C)=O tert-Butyl ((1-(pyridin-3-yl)piperidin-4-yl)methyl)carbamate